(S)-3-((R)-isochroman-1-yl)morpholinestearyl-styrene-maleic anhydride [C@H]1(OCCC2=CC=CC=C12)[C@H]1N(CCOC1)CCCCCCCCCCCCCCCCCCC(=CC1=CC=CC=C1)/C/1=C/C(=O)OC1=O